C(C)(C)C1=C(C=C(C=C1)N(C)C)N 4-isopropyl-N,N-dimethylbenzene-1,3-diamine